3,4-bis(dicyclopentylphosphino)-2-methylthiophene C1(CCCC1)P(C1=C(SC=C1P(C1CCCC1)C1CCCC1)C)C1CCCC1